FC1(OC2=C(O1)C=CC(=C2)[C@H](C)OC=2C=C(C=NC2)N2N=C(C=1CCC[C@@H](C21)O[C@@H]2CC[C@H](CC2)C(=O)O)C(F)(F)F)F Trans-4-[[(7S)-1-[5-[(1S)-1-(2,2-difluoro-1,3-benzodioxol-5-yl)ethoxy]-3-pyridinyl]-3-(trifluoromethyl)-4,5,6,7-tetrahydroindazol-7-yl]oxy]cyclohexanecarboxylic acid